iso-propyl iodide C(C)(C)I